C(C1=CC=CC=C1)N1C(CC(CC1(C)C)O)(C)C 1-benzyl-4-hydroxy-2,2,6,6-tetramethylpiperidine